Ethyl (E)-3-(dimethylamino)-2-(6-fluoropyridine-3-carbonyl)prop-2-enoate CN(/C=C(/C(=O)OCC)\C(=O)C=1C=NC(=CC1)F)C